4-Cyano-6,7-dihydro-5H-cyclopenta[c]pyridine-3-carboxylic acid methyl ester COC(=O)C1=C(C2=C(C=N1)CCC2)C#N